N-(3,5-difluoro-4-((6-methoxy-7-(2-(methylamino)ethoxy)quinolin-4-yl)oxy)phenyl)-4-ethoxypyridine-3-carboxamide FC=1C=C(C=C(C1OC1=CC=NC2=CC(=C(C=C12)OC)OCCNC)F)NC(=O)C=1C=NC=CC1OCC